(R)-2-(1-(4-(5-(3-amino-3H-spiro[benzofuran-2,4'-piperidine]-1'-yl)-6-(hydroxymethyl)pyrazin-2-ylsulfanyl)-3-chloropyridin-2-yl)azetidin-3-yl)propan-2-ol N[C@@H]1C2=C(OC13CCN(CC3)C=3N=CC(=NC3CO)SC3=C(C(=NC=C3)N3CC(C3)C(C)(C)O)Cl)C=CC=C2